(R)-1-(2-ethynylthiazol-4-yl)-3-(2-hydroxy-1-(3'-(pyrrolidin-1-yl)-[1,1'-biphenyl]-4-yl)-ethyl)urea C(#C)C=1SC=C(N1)NC(=O)N[C@@H](CO)C1=CC=C(C=C1)C1=CC(=CC=C1)N1CCCC1